BrC1=CC=C(C=C1)C1(CCCC1)C=1N=C(SC1)NC(=O)N1CC(C1)C1=CC(=C(C=C1)N1CCNCC1)F N-(4-(1-(4-bromophenyl)cyclopent-yl)thiazol-2-yl)-3-(3-fluoro-4-(piperazin-1-yl)phenyl)azetidine-1-carboxamide